bicyclo[2.2.2]octane-1,4-dicarboxylic acid [4-(2-amino-ethyl)-phenyl]-amide (4-aminomethyl-phenyl)-amide NCC1=CC=C(C=C1)NC(=O)C12CCC(CC1)(CC2)C(=O)NC2=CC=C(C=C2)CCN